(2-(2-chloro-1H-imidazol-1-yl)ethyl)carbamic acid tert-butyl ester C(C)(C)(C)OC(NCCN1C(=NC=C1)Cl)=O